4-fluoro-2-(5-{[(1S,2R,3R,5R)-2-fluoro-1,5-dimethyl-8-azabicyclo[3.2.1]octan-3-yl](methyl)amino}pyrazin-2-yl)-5-(2-methyl-2H-1,2,3-triazol-4-yl)phenol FC1=CC(=C(C=C1C1=NN(N=C1)C)O)C1=NC=C(N=C1)N(C)[C@H]1[C@H]([C@@]2(CC[C@](C1)(N2)C)C)F